ClC=1N=C(C2=C(N1)SC=N2)NCCCC2=CC=C(C=C2)C2=CC=C(C=C2)OC(F)(F)F 5-chloro-N-(3-(4'-(trifluoromethoxy)-[1,1'-biphenyl]-4-yl)propyl)thiazolo[5,4-d]pyrimidin-7-amine